(1,3-thiazolidine-3-yl)methanone S1CN(CC1)C=O